4-(5-chloro-2-(1H-tetrazol-1-yl)phenyl)-1-(1-(4'-hydroxy-[1,1'-biphenyl]-3-yl)-1-ethyl)-5-methoxypyridin ClC=1C=CC(=C(C1)C1=CCN(C=C1OC)C(C)C=1C=C(C=CC1)C1=CC=C(C=C1)O)N1N=NN=C1